Cl.CN(CCCN=C=N)C 3-dimethylaminopropyl-carbodiimide hydrochloride